C1(CCCCC1)N(N1C(C(N(C(C1)(C)C)C)(C)C)=O)N1CN(CN(C1)N(C1CCCCC1)N1C(C(N(C(C1)(C)C)C)(C)C)=O)N(C1CCCCC1)N1C(C(N(C(C1)(C)C)C)(C)C)=O 1,3,5-tris(N-cyclohexyl-N-(1,2,2,6,6-pentamethylpiperazine-3-one-4-yl)-amino)-s-triazine